N1(C=NC=C1)C(C=O)[2H] 2-(1H-imidazol-1-yl)ethan-1-one-2-d